((cyclopentadienyl(2,7-di-tert-butyl-fluorenyl)silanediyl)bis(4,1-phenylene))bis(triethylsilane) zirconium [Zr].C1(C=CC=C1)[Si](C1=CC=C(C=C1)[Si](CC)(CC)CC)(C1=CC=C(C=C1)[Si](CC)(CC)CC)C1=C(C=CC=2C3=CC=C(C=C3CC12)C(C)(C)C)C(C)(C)C